1,3-Dichloropropan ClCCCCl